C(C)(C)(C)CP(O)(O)=O racemic-tert-butyl-methylphosphonic acid